FC1=CC=C(C=C1)N1/C(/S\C(\C1=O)=C\1/C(NC2=CC=C(C=C12)C)=O)=N/C1=CC=C(C=C1)S(=O)(=O)N 4-(((Z)-3-(4-fluorophenyl)-5-((Z)-5-methyl-2-oxoindoline-3-ylidene)-4-oxothiazolidin-2-ylidene)amino)benzenesulphonamide